(R)-8-(benzyloxy)-5-(2-(4-butylpiperazin-1-yl)-1-hydroxyethyl)quinolin-2(1H)-one C(C1=CC=CC=C1)OC=1C=CC(=C2C=CC(NC12)=O)[C@H](CN1CCN(CC1)CCCC)O